1-((3-Chloro-4-hydroxyphenyl)amino)cyclobutanecarbonitrile ClC=1C=C(C=CC1O)NC1(CCC1)C#N